CC([O-])C.[Ti+4].C(CCCCCCCCCCCCCCC(C)C)(=O)OC(C)C.CC([O-])C.CC([O-])C.CC([O-])C isopropyl isostearate titanium isopropoxide